C(C1=CC=CC=C1)C1CCN(CC1)C(=O)C=1C=CC2=C(NC(C3=C(N2)C=CC(=C3)C3CNCCC3)=O)C1 8-(4-Benzylpiperidin-1-carbonyl)-2-(piperidin-3-yl)-5,10-dihydro-11H-dibenzo[b,e][1,4]diazepin-11-one